ClC=1C=C(C=CC1C)CN (3-chloro-4-methyl-phenyl)methanamine